CN1CC2(CC2)C(CC1)N 5-methyl-5-azaspiro[2.5]Octane-8-amine